COC(=O)C1(CC(C1)O)C 3-hydroxy-1-methylcyclobutane-1-carboxylic acid methyl ester